FC=1C(NC(N(C1)[C@H]1C[C@@H]([C@H](O1)C1(CC1)O[P@](=O)(OC1=CC=CC=C1)N[C@@H](C)C(=O)OCC1=CC=CC=C1)O)=O)=O benzyl ((R)-(1-((2S,3S,5R)-5-(5-fluoro-2,4-dioxo-3,4-dihydropyrimidin-1(2H)-yl)-3-hydroxytetrahydrofuran-2-yl)cyclopropoxy)(phenoxy)phosphoryl)-L-alaninate